FC(C(C)(O)C=1N=CC=2N(C1)C(=CN2)I)(F)F 1,1,1-trifluoro-2-(3-iodoimidazo[1,2-a]pyrazin-6-yl)propan-2-ol